FC=1C(=NC=CC1)C1(C=2N(C3=C(C=N1)C=CC=C3)N=C(N2)C(=O)O)C 3-fluoro-2-pyridyl-4-methyl-4H-[1,2,4]triazolo[1,5-a][1,4]benzodiazepine-2-carboxylic acid